acetylthioisobutyric acid C(C)(=O)C(C(=S)O)(C)C